[2-(CYCLOPENTYLMETHOXY)-5-METHYLPHENYL]BORANEDIOL C1(CCCC1)COC1=C(C=C(C=C1)C)B(O)O